5-bromo-6,7-difluoro-1H-indol BrC=1C=C2C=CNC2=C(C1F)F